(S)-2-(4-(4-(difluoromethyl)pyrazolo[1,5-a]pyridin-2-yl)-6,7-dihydro-1H-imidazo[4,5-c]pyridin-5(4H)-yl)-5-(trifluoromethyl)-1,3,4-oxadiazole FC(C=1C=2N(C=CC1)N=C(C2)[C@H]2N(CCC1=C2N=CN1)C=1OC(=NN1)C(F)(F)F)F